6-(3-methyl-4-(N-methylpropanamidyl)phenyl)nicotinic acid CC=1C=C(C=CC1N(C(CC)=O)C)C1=NC=C(C(=O)O)C=C1